C(C1=CC=CC=C1)OCCOCCOCCOC=1C=C(C(=O)O)C=C(C1OCCOCCOCCOCC1=CC=CC=C1)OCCOCCOCCOCC1=CC=CC=C1 3,4,5-tris(2-(2-(2-(benzyloxy)ethoxy)ethoxy)ethoxy)benzoic acid